BrC=1C=C2C=NNC(C2=CC1)=O 6-Bromo-1-oxophthalazin